FC(C1=NC=C(C=N1)[C@@H](C)N)(F)F (R)-1-(2-(Trifluoromethyl)pyrimidin-5-yl)ethan-1-amine